N1(N=CN=C1)C[C@@]1(C[C@@H](CO1)COC1=C(C=C(C=C1)N1CCN(CC1)C1=CC=C(C(=O)NC2=C(C=C(C=C2F)F)F)C=C1)C)C1=C(C=C(C=C1)F)F 4-(4-(4-(((3R,5R)-5-((1H-1,2,4-triazol-1-yl)methyl)-5-(2,4-difluorophenyl)tetrahydrofuran-3-yl)methoxy)3-methylphenyl)piperazin-1-yl)-N-(2,4,6-trifluorophenyl)benzamide